C1(=CC=CC=C1)N1N=NC(=C1)CC1COC2(N(C1=O)C1=CC=CC=C1)C=CC(C=C2)=O 3-((1-phenyl-1H-1,2,3-triazol-4-yl)methyl)-5-phenyl-1-oxa-5-azaspiro[5.5]undec-7,10-diene-4,9-dione